N-[(6-amino-2-pyridyl)sulfonyl]-6-(3-fluoro-5-isobutoxy-phenyl)-2-(5-methyl-7-azaspiro[2.4]heptan-7-yl)pyridine-3-carboxamide NC1=CC=CC(=N1)S(=O)(=O)NC(=O)C=1C(=NC(=CC1)C1=CC(=CC(=C1)OCC(C)C)F)N1CC(CC12CC2)C